[1-(5-fluoropyrimidin-2-yl)methyl]pyridazin-3-one FC=1C=NC(=NC1)CC=1C(NN=CC1)=O